CN(CCN1N=CC(=C1)C=1C=CC=2N(C1)N=CC2)C N,N-dimethyl-2-(4-pyrazolo[1,5-a]pyridin-6-yl-1H-pyrazol-1-yl)ethanamine